(S)-2-((2-(4-cyano-phenyl)propyl)-amino)-N-(5-(1-(2-cyanopropan-2-yl)-1H-pyrazol-4-yl)-pyridin-2-yl)-2-phenylacetamide C(#N)C1=CC=C(C=C1)C(CN[C@H](C(=O)NC1=NC=C(C=C1)C=1C=NN(C1)C(C)(C)C#N)C1=CC=CC=C1)C